7-bromo-2-chlorodibenzo[b,d]furan BrC1=CC2=C(C3=C(O2)C=CC(=C3)Cl)C=C1